N[C@@H]1CC(O[C@H]1OC)=O (4R,5R)-4-amino-5-methoxydihydrofuran-2(3H)-one